BrC=1C=C(C2=C(N(C(=N2)C(=O)OCC)C(C)C)C1)F Ethyl 6-bromo-4-fluoro-1-(propan-2-yl)-1H-benzimidazole-2-carboxylate